(R)-6-(3,6-dihydro-2H-thiopyran-4-yl)-2-methyl-N-(1-(2-methyl-3-(trifluoromethyl)phenyl)ethyl)quinolin-4-amine S1CCC(=CC1)C=1C=C2C(=CC(=NC2=CC1)C)N[C@H](C)C1=C(C(=CC=C1)C(F)(F)F)C